CC1=C(C=C(C=C1)NC(=O)N1CC(CC1)CC(F)(F)F)C=1C=NC2=CC(=NC=C2C1)NC N-(4-methyl-3-(7-(methylamino)-1,6-naphthyridin-3-yl)phenyl)-3-(2,2,2-trifluoroethyl)pyrrolidine-1-carboxamide